(3R)-N-(cyclobutylmethyl)-1-(6-(1-(4-(5-(pyrrolidin-1-yl)pyridin-3-yl)-1H-1,2,3-triazol-1-yl)ethyl)pyridazin-3-yl)piperidin-3-amine C1(CCC1)CN[C@H]1CN(CCC1)C=1N=NC(=CC1)C(C)N1N=NC(=C1)C=1C=NC=C(C1)N1CCCC1